Triacontane CCCCCCCCCCCCCCCCCCCCCCCCCCCCCC